COC(CC(=CC1=CC(=CC=C1)[N+](=O)[O-])C)=O 3-methyl-4-(3'-nitrophenyl)-3-butenoic acid methyl ester